4-[1-(cyclobutyl-methyl)-8-dimethylamino-2-oxo-8-phenyl-1,3-diazaspiro[4.5]decan-3-yl]-benzoic acid methyl ester COC(C1=CC=C(C=C1)N1C(N(C2(C1)CCC(CC2)(C2=CC=CC=C2)N(C)C)CC2CCC2)=O)=O